C(C=C)(=O)N[C@@H]1[C@@H](CCC1)NC(=O)C=1SC=2N=CC=C3N(C(NC1C23)=O)C2=NC=C(C=C2)OC=2C(=NC=CC2)C N-((1R,2S)-2-acrylamidocyclopentyl)-5-(5-((2-methylpyridin-3-yl)oxy)pyridin-2-yl)-4-oxo-4,5-dihydro-3H-1-thia-3,5,8-triazaacenaphthylene-2-carboxamide